C1(CCCC1)S(=O)(=O)C=1C=C(C=CC1)NC(=O)C1=NC=C(N=C1N1CCC2(CC2)CC1)NC1(CC1)CO N-(3-(cyclopentylsulfonyl)phenyl)-5-((1-(hydroxymethyl)cyclopropyl)amino)-3-(6-azaspiro[2.5]octan-6-yl)pyrazine-2-carboxamide